ammonium chloride tetrahydrate O.O.O.O.[Cl-].[NH4+]